NCCC=1C=NC=CC1 3-(aminoethyl)pyridine